NC1=CC2=C(N=CN=C2Cl)N(C1=O)C 6-amino-4-chloro-8-methyl-7H,8H-pyrido[2,3-d]Pyrimidin-7-one